FC(CN(C1=NC=2N(C3=C1C=C(C=N3)F)C(=NN2)C)C2=CC(=CC(=C2)C#CC2(CC2)C(F)(F)F)F)F N-(2,2-difluoroethyl)-3-fluoro-N-(3-fluoro-5-((1-(trifluoromethyl)cyclopropyl)ethynyl)phenyl)-9-methylpyrido[3,2-e][1,2,4]triazolo[4,3-a]pyrimidin-5-amine